C1(=CC=CC=C1)C(C1=CC=CC=C1)OC(=O)C1(CN2C(CC2S1)=O)N1C(N(CC1)/N=C/C1=CC=C(C=C1)C)=O 3-(3-(((E)-4-methylbenzylidene)amino)-2-oxoimidazolidin-1-yl)-7-oxo-4-thia-1-azabicyclo[3.2.0]heptane-3-carboxylic acid diphenylmethyl ester